6-bromo-5-ethoxy-2-methylpyridazin-3(2H)-one BrC=1C(=CC(N(N1)C)=O)OCC